N-(3-amino-4-(methylthio)phenyl)acetamide NC=1C=C(C=CC1SC)NC(C)=O